tert-butyl 4-(1-{5-[6-(2-cyano-6-fluoro-3-{[(3R)-3-fluoropyrrolidin-1-ylsulfonyl]amino}phenoxy)-4-oxoquinazolin-3-yl]pyrimidin-2-yl}cyclopropyl)piperazine-1-carboxylate C(#N)C1=C(OC=2C=C3C(N(C=NC3=CC2)C=2C=NC(=NC2)C2(CC2)N2CCN(CC2)C(=O)OC(C)(C)C)=O)C(=CC=C1NS(=O)(=O)N1C[C@@H](CC1)F)F